CC1(COB(O1)C=1C=CC2=C(N(C(S2)=O)CCOC)C1)C 5-(5,5-dimethyl-1,3,2-dioxaborolan-2-yl)-3-(2-methoxyethyl)-1,3-benzothiazol-2(3H)-one